4,4,5,5-tetramethyl-2-(2-methyl-1-benzofuran-5-yl)-1,3,2-dioxaborolane CC1(OB(OC1(C)C)C=1C=CC2=C(C=C(O2)C)C1)C